(+/-)-[2-(4-{[3-(2,5-difluorophenyl)-1H-pyrrolo[2,3-b]pyridin-4-yl]oxy}-3,5-difluoroanilino)-5-fluoro-5,6-dihydro-4H-1,3-oxazin-5-yl]methanol FC1=C(C=C(C=C1)F)C1=CNC2=NC=CC(=C21)OC2=C(C=C(NC=1OC[C@](CN1)(F)CO)C=C2F)F |r|